ethyl 2-(4-chloro-2-methyl-2H-benzo[e][1,3]thiazin-2-yl)acetate ClC1=NC(SC2=C1C=CC=C2)(C)CC(=O)OCC